3,5-dichloro-4-aminobromobenzene ClC=1C=C(C=C(C1N)Cl)Br